NC1=NC=C(C(=N1)OC1=CC=C(C=C1)OC1=CC=CC=C1)C=1C=C(C=CC1)NC(C=C)=O N-(3-(2-amino-4-(4-phenoxyphenoxy)pyrimidin-5-yl)phenyl)acrylamide